ClC1=CC(=NN1CC(=O)NC=1C=NC(=C(C1)F)N1C=NC(=C1)[C@@]1(S(CCC1)(=O)=O)C)C(F)(F)F |o1:22| (R or S)-2-(5-chloro-3-(trifluoromethyl)-1H-pyrazol-1-yl)-N-(5-fluoro-6-(4-(2-methyl-1,1-dioxidotetrahydrothiophen-2-yl)-1H-imidazol-1-yl)pyridin-3-yl)acetamide